C(CCCCCCC)OOP(=O)(OOCCCCCCCC)OCC(=O)O di(octyloxy)phosphonoglycolic acid